6-(6-((cis)-2,6-dimethylmorpholino)-1H-benzo[d]imidazol-2-yl)-2-methyl-7-(((S)-1-(pyrimidin-2-yl)ethyl)amino)-2H-pyrazolo[4,3-b]pyridin-5(4H)-one C[C@@H]1O[C@@H](CN(C1)C=1C=CC2=C(NC(=N2)C2=C(C=3C(NC2=O)=CN(N3)C)N[C@@H](C)C3=NC=CC=N3)C1)C